(R)-N-(5-bromo-2-methyl-4-morpholinophenyl)-5-(piperidin-3-ylamino)pyrazolo[1,5-a]pyrimidine-3-carboxamide trifluoroacetate salt FC(C(=O)O)(F)F.BrC=1C(=CC(=C(C1)NC(=O)C=1C=NN2C1N=C(C=C2)N[C@H]2CNCCC2)C)N2CCOCC2